ClC=1C(=NC(=NC1)N[C@H]1CN(CC1)C(=O)OC(C)(C)C)OC1=CC=CC=C1 (R)-tert-butyl 3-((5-chloro-4-phenoxypyrimidin-2-yl)amino)pyrrolidine-1-carboxylate